C(#N)[C@H](CC1=CC=C(C=C1)C=1C=C(C2=C(N(C(O2)=O)C)C1)C)NC(=O)[C@H]1OCCCN(C1)C(=O)[O-] (S)-2-({(1S)-1-Cyano-2-[4-(3,7-Dimethyl-2-Oxo-2,3-Dihydro-1,3-Benzoxazol-5-yl)Phenyl]Ethyl}Carbamoyl)-1,4-Oxazepane-4-Carboxylate